3-[N-(2-mercaptoethyl)amino]propionic acid SCCNCCC(=O)O